ClC1=CC=C(C=C1)N1C(=NN=C1COC)[C@@H]1CC[C@H](CC1)OC1=NC=C(N=C1)C trans-2-[4-[4-(4-chlorophenyl)-5-(methoxymethyl)-1,2,4-triazol-3-yl]cyclohexyl]oxy-5-methylpyrazine